(S)-7-(3-(3-(((benzyloxy) carbonyl) (methyl) amino) pyrrolidin-1-yl)-propyl)-3,4-dihydro-1,8-naphthyridine-1(2H)-carboxylate C(C1=CC=CC=C1)OC(=O)N([C@@H]1CN(CC1)CCCC1=CC=C2CCCN(C2=N1)C(=O)[O-])C